ClC=1C=CC=C2C(=NC(NC12)=O)C 8-chloro-4-methyl-1H-quinazolin-2-one